C[SiH2]Cl Methyl-Chlorosilane